BrC1=CC=C(C=C1)S(=O)NC(C1=C(C=C(C=C1)C1=NOC(C1)(C(F)(F)F)C1=CC(=CC(=C1)Cl)Cl)C)=O N-((4-bromophenyl)sulfinyl)-4-(5-(3,5-dichlorophenyl)-5-(trifluoromethyl)-4,5-dihydroisoxazol-3-yl)-2-methylbenzamide